N1(CCCCCC1)C(C(=O)NC=1C=C(C(=NC1)C)NC(=O)C=1C=NN2C1SC(=C2)C=2C=NN(C2)C)C N-(5-(2-(azepan-1-yl)propanamido)-2-methylpyridin-3-yl)-2-(1-methyl-1H-pyrazol-4-yl)pyrazolo[5,1-b]thiazole-7-carboxamide